ClC1=NC(=CC(=C1)I)Cl 2,6-dichloro-4-iodo-pyridine